11-Chloro-2-(trifluoromethyl)dibenzo[b,f][1,4]oxazepine ClC1=NC2=C(OC3=C1C=C(C=C3)C(F)(F)F)C=CC=C2